bicyclo[2.2.1]heptadien-7-one C1CC2=CC=C1C2=O